2,6-diAminopyridine NC1=NC(=CC=C1)N